C1(=CC=CC=C1)C(=O)C1(CCCCC1)O 1-Hydroxycyclohexyl phenyl ketone